FC1=CC=C(C=C1)C=1N=CN(C1C1=C2C(=NC=C1)NC=C2)CC2=NN=C(N2)C 4-(4-(4-fluorophenyl)-1-((5-methyl-4H-1,2,4-triazol-3-yl)methyl)-1H-Imidazol-5-yl)-1H-pyrrolo[2,3-b]Pyridine